BrC1=C(C=C(C(=C1)F)C(Br)Br)Cl 1-bromo-2-chloro-4-(dibromomethyl)-5-fluorobenzene